FC=1C=CC(=C(C1)NC(=O)C=1C=2C[C@@H]3[C@H](C2N(N1)C1=C(C=C(C=C1)F)F)C3)O (1aR,5aR)-2-(2,4-Difluoro-phenyl)-1a,2,5,5a-tetrahydro-1H-2,3-diaza-cyclopropa[a]pentalene-4-carboxylic acid (5-fluoro-2-hydroxy-phenyl)-amide